4,5-dichloro-6-methyl-pyridin-2-amine ClC1=CC(=NC(=C1Cl)C)N